nonyl (Z)-3-pentyltridec-2-enoate C(CCCC)/C(=C/C(=O)OCCCCCCCCC)/CCCCCCCCCC